BrCCCCC#CC(OCC)OCC 7-bromo-1,1-diethoxy-2-heptyne